8'-(6-(3-(3,3-Difluoroazetidin-1-yl)propoxy)-5-nitropyridin-3-yl)-3'-methylspiro[cyclobutane-1,1'-pyrrolo[2,3-c]quinolin]-2'(3'H)-one FC1(CN(C1)CCCOC1=C(C=C(C=N1)C1=CC=2C3=C(C=NC2C=C1)N(C(C31CCC1)=O)C)[N+](=O)[O-])F